C(C=C)(=O)OCN(CCC)CCC N,N-dipropylaminomethyl acrylate